FC=1C=C2C(N3C(=NC2=C(C1)C(C)=NS(=O)C(C)(C)C)C=1C(CC3)=NN(C1)C)=O N-(1-(9-fluoro-2-methyl-7-oxo-2,4,5,7-tetrahydropyrazolo[4',3':3,4]pyrido[2,1-b]quinazolin-11-yl)ethylidene)-2-methylpropane-2-sulfinamide